C(C1CO1)N(CC1CO1)C1(CC=CC=C1O)C o-(N,N-diglycidylamino)cresol